2-(2,6-dioxopiperidin-3-yl)-4-ethoxy-3-oxoisoindoline-5-carbonitrile O=C1NC(CCC1N1CC2=CC=C(C(=C2C1=O)OCC)C#N)=O